ClC1=NC=C(C(=N1)OCC1=CC=C(C=C1)C=1N(C=C(N1)C(F)(F)F)C)C#N 2-chloro-4-((4-(1-methyl-4-(trifluoromethyl)-1H-imidazol-2-yl)benzyl)oxy)pyrimidine-5-carbonitrile